BrC1=C2CC(N(C2=CC=C1)C(=O)OC(C)(C)C)=O tert-butyl 4-bromo-2-oxo-2,3-dihydro-1H-indole-1-carboxylate